Benzyl (R)-6-(2-amino-3-(6-methylpyridin-2-yl)propoxy)-3-fluoroquinoline-5-carboxylate dihydrochloride Cl.Cl.N[C@@H](COC1=C(C=2C=C(C=NC2C=C1)F)C(=O)OCC1=CC=CC=C1)CC1=NC(=CC=C1)C